COC(=O)C1=CC2=C(S1)CCC2 5,6-dihydro-4H-cyclopenta[b]thiophene-2-carboxylic acid methyl ester